(2R)-N-((R or S)-(3-chloro-2,4-difluorophenyl)(6-(trifluoromethoxy)pyridin-3-yl)methyl)-2-methyl-3-oxopiperazine-1-carboxamide ClC=1C(=C(C=CC1F)[C@H](NC(=O)N1[C@@H](C(NCC1)=O)C)C=1C=NC(=CC1)OC(F)(F)F)F |o1:8|